C1(=CC=CC=C1)C(=O)C1=CC=C2CCCN12 6,7-dihydro-5H-pyrrolizin-3-yl (phenyl) ketone